O=C1C(=CC(C2=C(C=CC=C12)S(N)(=O)=O)=O)NC1=C(C=CC=C1)N1CCN(CC1)C(=O)[O-] 4-(2-((1,4-dioxo-5-sulfamoyl-1,4-dihydronaphthalen-2-yl)amino)phenyl)piperazine-1-carboxylate